CN(S(=O)(=O)C)C1CNCC1 3-(N-methylmethylsulfonamido)pyrrolidin